Iridium chloride hexahydride [IrH6]Cl